N-(2-Chlorophenyl)-4-hydroxy-3-{2-[4-(trifluoromethoxy)phenyl]-6-oxa-2,9-diazaspiro[4.5]decan-9-yl}butanamide ClC1=C(C=CC=C1)NC(CC(CO)N1CCOC2(CCN(C2)C2=CC=C(C=C2)OC(F)(F)F)C1)=O